(4R,5S)-1-cyclopropyl-N,N,4-trimethyl-5,6-dihydro-4H-pyrrolo[3,2,1-ij]quinolin-5-amine C1(CC1)C1=CN2[C@@H]([C@H](CC3=CC=CC1=C23)N(C)C)C